2-((1r,4r)-4-(2-(1-(oxazol-4-ylmethyl)-1H-pyrazol-4-yl)imidazo[4,5-d]pyrrolo[2,3-b]pyridin-1(6H)-yl)cyclohexyl)acetonitrile O1C=NC(=C1)CN1N=CC(=C1)C1=NC=2C(=C3C(=NC2)NC=C3)N1C1CCC(CC1)CC#N